1,3,5-Triisopropylbenzol C(C)(C)C1=CC(=CC(=C1)C(C)C)C(C)C